(R)-3-(2-(difluoromethoxy)phenyl)-6-(2-((S)-2-(hydroxymethyl)morpholino)pyrimidin-5-yl)-2,3-dihydropyrazolo[1,2-a]indazol-9(1H)-one FC(OC1=C(C=CC=C1)[C@H]1CCN2N1C=1C=C(C=CC1C2=O)C=2C=NC(=NC2)N2C[C@H](OCC2)CO)F